(R)-6-chloro-4-oxo-N-(3-(4-(2-(trifluoromethoxy)ethoxy)-1H-1,2,3-triazol-1-yl)bicyclo[1.1.1]pentan-1-yl)chroman-2-carboxamide ClC=1C=C2C(C[C@@H](OC2=CC1)C(=O)NC12CC(C1)(C2)N2N=NC(=C2)OCCOC(F)(F)F)=O